4-(6-((3-(tetrahydro-2H-pyran-4-yl)phenyl)amino)-1-((2-(trimethylsilyl)ethoxy)methyl)-1H-pyrrolo[3,2-c]pyridin-2-yl)picolinonitrile O1CCC(CC1)C=1C=C(C=CC1)NC1=CC2=C(C=N1)C=C(N2COCC[Si](C)(C)C)C2=CC(=NC=C2)C#N